[I+].[PH4+] phosphonium Iodine